S1NCC2=C1C=CC=C2 1,2-dihydrobenzisothiazole